ClC1=NC(=C(C2=C1CCC2)C(=O)N)Cl 1,3-dichloro-6,7-dihydro-5H-cyclopenta[c]pyridine-4-carboxamide